3-Methyl-2-[2-[[3-(methylamino)cyclohexyl]amino]oxazolo[4,5-b]pyridin-5-yl]-5-(trifluoromethyl)phenol CC=1C(=C(C=C(C1)C(F)(F)F)O)C1=CC=C2C(=N1)N=C(O2)NC2CC(CCC2)NC